ClC=1SC(=C(N1)C(C(=O)O)(F)F)Cl 2-(2,5-dichloro-1,3-thiazol-4-yl)-2,2-difluoroacetic acid